4-methyl-2-(4-(1-methylcyclopropyl)phenyl)pyrimidine-5-carboxylic acid CC1=NC(=NC=C1C(=O)O)C1=CC=C(C=C1)C1(CC1)C